ClC=1C=CC(=C(CCNS(=O)(=O)C2=CC=C(C=C2)OC(F)(F)F)C1)OCC N-(5-chloro-2-ethoxyphenethyl)-4-(trifluoromethoxy)benzenesulfonamide